O1C(=CC=C1)C1=CC=C(N=N1)NC1C[C@@H]2[C@@H](CN(C2)CC2CCOCC2)C1 (3aR,5s,6aS)-N-[6-(2-furyl)pyridazin-3-yl]-2-(tetrahydropyran-4-ylmethyl)-3,3a,4,5,6,6a-hexahydro-1H-cyclopenta[c]pyrrol-5-amine